OCCN(CCN)CCN N'-hydroxyethyl-diethylenetriamine